C(C)(C)(C)C1=C(C(=CC=C1)C(C)(C)C)NC(=S)NC1=C(C=CC=C1CC)CC N-(2,6-di-t-butylphenyl)-N'-(2,6-diethylphenyl)thiourea